BrC1=CC(=C(C=C1)NC(=O)NN1C(NC(C1=O)(CC)CCC1=C(C(=O)O)C=CC=C1)=O)F 2-[2-(1-{[(4-bromo-2-fluorophenyl)carbamoyl]amino}-4-ethyl-2,5-dioxoimidazolidin-4-yl)ethyl]benzoic acid